ClC1=C(CNC(=O)[C@H]2C=3C=CC=NC3[C@@H](CC2)O)C(=CC(=C1)Cl)F (5R,8R)-N-(2,4-dichloro-6-fluorobenzyl)-8-hydroxy-5,6,7,8-tetrahydroquinoline-5-carboxamide